(3-((2,4-dimethyl-5-oxo-4,5-dihydro-6H-thiazolo[4',5':4,5]pyrrolo[2,3-d]pyridazin-6-yl)methyl)phenyl)carbamic acid tert-butyl ester C(C)(C)(C)OC(NC1=CC(=CC=C1)CN1N=CC2=C(C1=O)N(C1=C2N=C(S1)C)C)=O